CC=1N=C(SC1C)NC(C1=C(C=C(C=C1)NC)[N+](=O)[O-])=O N-(4,5-dimethylthiazol-2-yl)-4-(methylamino)-2-nitrobenzamide